[Ti+4].[Hf+4].[O-2].[Ta+5].[Hf+4] hafnium tantalum oxide Hafnium titanium